5-fluoro-6-(2-methoxyethoxy)-3-(3-{4-[2-(4-methylpiperazin-1-yl)ethoxy]phenyl}-1,2-oxazol-5-yl)-1H-indazole FC=1C=C2C(=NNC2=CC1OCCOC)C1=CC(=NO1)C1=CC=C(C=C1)OCCN1CCN(CC1)C